NN1C(=NC(=C1C(=O)N)C1=CC=C(C=C1)C(NC1=NC=C(C=C1)C)=O)[C@H]1N(CCC1)C(C(=C)C)=O (S)-1-Amino-2-(1-methacryloylpyrrolidin-2-yl)-4-(4-((5-methylpyridin-2-yl)carbamoyl)phenyl)-1H-imidazol-5-carboxamid